NC1=C(C=NC2=CC(=CC=C12)OCC)C#N 4-amino-3-cyano-7-ethoxyquinoline